(S)-2-amino-N-(3,5-bis(trifluoromethyl)phenyl)-3-phenylpropanamide N[C@H](C(=O)NC1=CC(=CC(=C1)C(F)(F)F)C(F)(F)F)CC1=CC=CC=C1